(E)-2-(2,5-dimethyl-4-propenylphenyl)naphthalene CC1=C(C=C(C(=C1)\C=C\C)C)C1=CC2=CC=CC=C2C=C1